trans-4-(2-(4-(2-chloro-3-(trifluoromethyl)phenyl)piperazin-1-yl)ethyl)cyclohexan-1-amine ClC1=C(C=CC=C1C(F)(F)F)N1CCN(CC1)CC[C@@H]1CC[C@H](CC1)N